C(C)(C)OC([C@H](C)N=P(=O)OC1=C(C=CC=C1)OC1=C(C(=C(C(=C1F)F)F)F)F)=O (S)-2-[(S)-(2,3,4,5,6-pentafluorophenoxy)phenoxyphosphorylamino]propionic acid isopropyl ester